CC1(CC=C(CC1)C(C)=O)C 1-(4,4-dimethylcyclohexen-1-yl)ethanone